(S)-N-(5-(2-(1-cyclopropylethyl)-4-morpholinyl-3-oxo-2,3-dihydro-1H-pyrrolo[3,4-c]pyridin-6-yl)thiazol-2-yl)acetamide C1(CC1)[C@H](C)N1C(C=2C(=NC(=CC2C1)C1=CN=C(S1)NC(C)=O)N1CCOCC1)=O